C(#N)C1=CC=C2C=3C(C4=C(C(C3NC2=C1)(C)C)C=C(C(=C4)CC)C=4C=NN(C4)CC4CN(C4)C(=O)OC(C)(C)C)=O tert-butyl 3-[[4-(3-cyano-9-ethyl-6,6-dimethyl-11-oxo-5H-benzo[b]carbazol-8-yl)pyrazol-1-yl]methyl]azetidine-1-carboxylate